ClC1=NC2=C(N1COCC[Si](C)(C)C)C=CC(=C2)Cl 2,5-dichloro-1-((2-(trimethylsilyl)ethoxy)methyl)-1H-benzo[d]Imidazole